[Cl-].C1(=CC=C(C=C1)PC1=CC=C(C=C1)C)C di(p-tolyl)phosphine chloride